C(\C=C\CNC1=NC=C(C(=O)N)C=C1N)NC1=NC=C(C(=O)N)C=C1N (E)-6,6'-(but-2-ene-1,4-diylbis(azanediyl))bis(5-aminonicotinamide)